N[C@@H]1C2=CC=CC=C2CC12CCN(CC2)C=2NC(C1=C(N2)NN=C1C1(CC1)C1=CC(=C(C=C1)F)F)=O (S)-6-(1-amino-1,3-dihydrospiro[indene-2,4'-piperidin]-1'-yl)-3-(1-(3,4-difluorophenyl)cyclopropyl)-1,5-dihydro-4H-pyrazolo[3,4-d]pyrimidin-4-one